methyl 4-((2-chloro-3-fluoropyridin-4-yl) ethynyl)-5-methyl-1-(6-methylpyridin-3-yl)-1H-imidazole-2-carboxylate ClC1=NC=CC(=C1F)C#CC=1N=C(N(C1C)C=1C=NC(=CC1)C)C(=O)OC